Ethyl 2-[2-({[(tert-butoxy)carbonyl]amino}methyl)-5-chlorophenoxy]acetate C(C)(C)(C)OC(=O)NCC1=C(OCC(=O)OCC)C=C(C=C1)Cl